hexafluoropropylene, lithium salt [Li].FC(C(=C(F)F)F)(F)F